C([O-])([O-])=O.[K+].[V+5].C([O-])([O-])=O.C([O-])([O-])=O Vanadium Potassium Carbonate